O=C1C=CC(=CN1)C=1[N+](=CC=CC1)[O-] oxo-1',6'-dihydro-[2,3'-bipyridine] 1-oxide